N-((1r,4r)-4-(Benzyl(methyl)amino)cyclohexyl)-6-(1,4-oxazepan-4-yl)pyridine-3-sulfonamide C(C1=CC=CC=C1)N(C1CCC(CC1)NS(=O)(=O)C=1C=NC(=CC1)N1CCOCCC1)C